(4-(3-amino-6-bromopyrazin-2-yloxy)-1H-pyrazol-1-yl)-3-methylbutanenitrile NC=1C(=NC(=CN1)Br)OC=1C=NN(C1)C(C#N)C(C)C